3-pyrrolidin-1-ylpropanoyl chloride N1(CCCC1)CCC(=O)Cl